C(C)N1C(=NC2=C1C=C(C=C2)N)N2CCOCC2 1-ethyl-2-morpholino-1H-benzo[d]imidazol-6-amine